succinimidyl-p-formylphenoxyacetate C1(CCC(N1C(C(=O)[O-])OC1=CC=C(C=C1)C=O)=O)=O